4-(4-amino-2-fluorophenoxy)-5-chloro-N,N-di-tert-butoxycarbonylpyrimidin-2-amine NC1=CC(=C(OC2=NC(=NC=C2Cl)N(C(=O)OC(C)(C)C)C(=O)OC(C)(C)C)C=C1)F